(5S,8S)-N-(2,4-dichloro-benzyl)-5-fluoro-8-hydroxy-5,6,7,8-tetrahydroquinoline-5-carboxamide ClC1=C(CNC(=O)[C@]2(C=3C=CC=NC3[C@H](CC2)O)F)C=CC(=C1)Cl